3-[2-(trifluoromethoxy)ethoxy]azetidine methyl-(2S)-2-[4-bromo-2-(4-ethoxy-4,5-dihydroisoxazol-3-yl)phenoxy]-3-cyclopropylpropanoate COC([C@H](CC1CC1)OC1=C(C=C(C=C1)Br)C1=NOCC1OCC)=O.FC(OCCOC1CNC1)(F)F